4-((2-(8-((4-(trifluoromethoxy)phenyl)amino)pyrimido[5,4-d]pyrimidin-4-yl)hydrazineylidene)methyl)benzene-1,2-diol FC(OC1=CC=C(C=C1)NC1=NC=NC2=C1N=CN=C2NN=CC=2C=C(C(=CC2)O)O)(F)F